FC1=C(COC2=C(C#N)C(=CC=C2)NC2=NC(=NC=C2C)NC2=C(C=C(C=C2)N2CCNCC2)OC)C=CC=C1 2-((2-fluorobenzyl)oxy)-6-((2-((2-methoxy-4-(piperazin-1-yl)phenyl)amino)-5-methylpyrimidin-4-yl)amino)benzonitrile